ClCCC(CO)O 3-chloromethyl-1,2-propylene glycol